ClC1=CC=C(C=C1)C1=NN(C(C1)C1=CC=C(C=C1)C(F)(F)F)C1=CC=C(C=C1)OC(F)(F)F 3-(4-chlorophenyl)-1-(4-trifluoromethoxyphenyl)-5-(4-trifluoromethylphenyl)-4,5-dihydro-1H-pyrazole